BrC1=C(C(=O)N(C)N2C(C3=CC=CC=C3C2=O)=O)C=CC(=C1)Cl 2-bromo-4-chloro-N-(1,3-dioxoisoindolin-2-yl)-N-methylbenzamide